1,2-difluoro-3-isothiocyanatobenzene FC1=C(C(=CC=C1)N=C=S)F